(4aR,8aS)-6-(3-(2'-(Trifluoromethoxy)-[1,1'-biphenyl]-4-yl)azetidine-1-carbonyl)hexahydro-2H-pyrido[4,3-b][1,4]oxazin-3(4H)-one FC(OC1=C(C=CC=C1)C1=CC=C(C=C1)C1CN(C1)C(=O)N1C[C@@H]2[C@@H](OCC(N2)=O)CC1)(F)F